ClC1=CC=C(C=C1)NC(=O)C=1C2=C(SC1C1(N(CCCC1)S(=O)(=O)C)C(=O)N)CCC2 [3-[(4-chlorophenyl)carbamoyl]-5,6-dihydro-4H-cyclopenta[b]thiophen-2-yl]-1-methylsulfonyl-piperidine-2-carboxamide